Ethyl 1-(2,2-diethoxyethyl)-3-ethoxy-1H-pyrazole-4-carboxylate C(C)OC(CN1N=C(C(=C1)C(=O)OCC)OCC)OCC